1-[(1R,5S,6R)-6-(5-oxo-4,5-dihydro-1,2,4-oxadiazol-3-yl)-3-thiabicyclo[3.1.0]hex-6-yl]-1H-indole-2-carboxylic acid ethyl ester C(C)OC(=O)C=1N(C2=CC=CC=C2C1)C1([C@H]2CSC[C@@H]12)C1=NOC(N1)=O